C(#C)[C@@H]1N([C@H]2C[C@H]2C1)C(=O)OC(C)(C)C tert-Butyl (1S,3R,5S)-3-ethynyl-2-azabicyclo[3.1.0]hexane-2-carboxylate